(R)-1-((tert-butyldiphenylsilyl)oxy)-3-(tritylthio)propan-2-ol [Si](C1=CC=CC=C1)(C1=CC=CC=C1)(C(C)(C)C)OC[C@H](CSC(C1=CC=CC=C1)(C1=CC=CC=C1)C1=CC=CC=C1)O